[Ce].[La].[Al] aluminum-lanthanum cerium